C(#N)C=1C=C(C=CC1F)NC(=O)N1CC=2C(=NN3C2C(CC[C@](C3)(O)C#C)(F)F)C[C@H]1C |o1:22| (3R,8S*)-N-(3-Cyano-4-fluorophenyl)-8-ethynyl-11,11-difluoro-8-hydroxy-3-methyl-3,4,8,9,10,11-hexahydro-1H-pyrido[4',3':3,4]pyrazolo[1,5-a]azepine-2(7H)-carboxamide